C(C)(=O)NC=1N=C2N(N=C(C=C2)C=2C=C(C(=NC2)OC)C(=O)NCC2=CC(=CC=C2)OC(F)(F)F)C1 5-{2-acetamidoimidazo[1,2-b]pyridazin-6-yl}-2-methoxy-N-{[3-(trifluoro-methoxy)phenyl]methyl}pyridine-3-carboxamide